rel-N-(6-amino-5-ethyl-3-pyridyl)-2-[(2R,5S)-5-methyl-2-(2-oxo-1H-Quinolin-6-yl)-1-piperidyl]-2-oxo-acetamide NC1=C(C=C(C=N1)NC(C(=O)N1[C@H](CC[C@@H](C1)C)C=1C=C2C=CC(NC2=CC1)=O)=O)CC |o1:12,15|